2-Ethylhexylphosphat C(C)C(COP(=O)([O-])[O-])CCCC